NC1=NC(=NC=C1)N1CC(C(CC1)(O)C)F (4-aminopyrimidin-2-yl)-3-fluoro-4-methylpiperidin-4-ol